p-methylcyclohexyl iodide CC1CCC(CC1)I